C(C)(=O)N1C[C@H]([C@H](CC1)CN1N=CC(=C1C(=O)NC1=NC=C(C=C1C)C#CC1=CC=CC=C1)Cl)F 1-(((3S,4R)-1-acetyl-3-fluoropiperidin-4-yl)methyl)-4-chloro-N-(3-methyl-5-(phenylethynyl)pyridin-2-yl)-1H-pyrazole-5-carboxamide